tert-butyl (R)-(1-(3-amino-1-methyl-1H-pyrazolo[4,3-c]pyridin-6-yl)piperidin-3-yl)carbamate NC1=NN(C2=C1C=NC(=C2)N2C[C@@H](CCC2)NC(OC(C)(C)C)=O)C